C(C)(=O)OC=1C=NC(=C(C1C)N1C(N=C(C2=C1N=C(C(=C2)Cl)C2=C(C=CC=C2)F)N2[C@H](CN(CC2)C(C=C)=O)C)=O)C(C)C (P)-(S)-5-(4-(4-acryloyl-2-methylpiperazin-1-yl)-6-chloro-7-(2-fluorophenyl)-2-oxopyrido[2,3-d]pyrimidin-1(2H)-yl)-6-isopropyl-4-methylpyridin-3-yl acetate